ClC1=CC2=C(N=N1)N(CCC2O)C2C[C@H]1CC[C@@H](C2)N1C(=O)OC(C)(C)C (1R,3s,5S)-tert-butyl 3-(3-chloro-5-hydroxy-6,7-dihydropyrido[2,3-c]pyridazin-8(5H)-yl)-8-azabicyclo[3.2.1]octane-8-carboxylate